C(C)S(=O)(=O)N[C@@H]1C[C@@H](CC1)C1=CC(=NN1)NC(CC1=CC(=NO1)C)=O N-(5-((1R,3S)-3-(ethyl-sulfonamido)cyclopentyl)-1H-pyrazol-3-yl)-2-(3-methylisoxazol-5-yl)acetamide